4-[3-({[(3S)-azepan-3-yl]methyl}amino)-1-(4-{2,2-dioxo-2λ6-thia-5-azabicyclo[2.2.1]heptan-5-yl}phenyl)-1H-pyrazol-5-yl]-2-fluoro-benzonitrile N1C[C@H](CCCC1)CNC1=NN(C(=C1)C1=CC(=C(C#N)C=C1)F)C1=CC=C(C=C1)N1C2CS(C(C1)C2)(=O)=O